5-bromo-2,2-dimethylbenzofuran-3(2H)-one BrC=1C=CC2=C(C(C(O2)(C)C)=O)C1